3-[bis(t-butoxycarbonyl)amino]-6-[but-3-enyl-(methyl)amino]-5-methanesulfonyl-pyridine-2-carboxylic acid methyl ester COC(=O)C1=NC(=C(C=C1N(C(=O)OC(C)(C)C)C(=O)OC(C)(C)C)S(=O)(=O)C)N(C)CCC=C